meta-aminotoluenesulfonic acid NC=1C=C(CS(=O)(=O)O)C=CC1